1-[8-(tert-butylamino)-1,2,3,4-tetrahydro-1,7-naphthyridin-6-yl]pentan-1-one C(C)(C)(C)NC=1N=C(C=C2CCCNC12)C(CCCC)=O